(4-(4-chlorophenyl)-3-methylpiperazin-1-yl)(naphthalen-1-yl)methanone ClC1=CC=C(C=C1)N1C(CN(CC1)C(=O)C1=CC=CC2=CC=CC=C12)C